C(C=C)(=O)OC(C(=O)O)(C(C(=O)O)CC)CC acryloxydiethyl-succinic acid